4-{[1-(2-hydroxyethyl)piperidin-4-yl]amino}-1-(2,2,2-trifluoroethyl)-1H-indol OCCN1CCC(CC1)NC1=C2C=CN(C2=CC=C1)CC(F)(F)F